S(O)(O)(=O)=O.[Ag+2] silver(II) hydrogenbisulphate